1-(2-(3,6-diazabicyclo[3.1.1]heptan-3-yl)-7-(thiazol-4-yl)-4-(trifluoromethoxy)benzo[d]oxazol-5-yl)cyclopropan-1-ol C12CN(CC(N1)C2)C=2OC1=C(N2)C(=C(C=C1C=1N=CSC1)C1(CC1)O)OC(F)(F)F